C(C(=C)C)(=O)O[C@H](C(=O)OCC1=CC=CC=C1)C (S)-benzyl 2-methacryloyloxypropionate